3-(1-Methyl-6-((2-oxo-2-(piperazin-1-yl)ethyl)amino)-1H-indazol-3-yl)-piperidine-2,6-dione CN1N=C(C2=CC=C(C=C12)NCC(N1CCNCC1)=O)C1C(NC(CC1)=O)=O